2-meth-ylpropionate CC(C(=O)[O-])C